[I-].C(CCCCCCCCCCCCC)[N+](CCCCCCCCCCCCCC)(CCCC(=O)C=CNC)CCCC(=O)C=CNC N-tetradecyl-N,N-Bis[(3-methylaminoacryl)propyl]tetradecan-1-aminium iodide